(R)-(3-hydroxypyrrolidin-1-yl)(thiazol-5-yl)methanone O[C@H]1CN(CC1)C(=O)C1=CN=CS1